C(C)N1C2=CC=CC=C2C=2C=C(C=CC12)N1CNC2=C1C=C(C=C2)C(=O)OC methyl 3-(9-ethyl-9H-carbazol-3-yl)-1H-benzo[d]imidazole-5-carboxylate